C(C)C=1C(=C(C=CC1F)C=1CC(OC1C(=O)OCC)(C(F)(F)F)C)OC ethyl 4-(3-ethyl-4-fluoro-2-methoxy-phenyl)-2-methyl-2-(trifluoromethyl)-3H-furan-5-carboxylate